NC1=C2N(C(N(C2=NC=N1)[C@@H]1CN(CC1)C(C#CC)=O)=O)C1=CC=C(C=C1)OC1=CC=CC=C1 (S)-6-amino-9-(1-(but-2-ynoyl)pyrrolidin-3-yl)-7-(4-phenoxyphenyl)-7H-purin-8(9H)one